C(#C)C1=CC=C2C=3C(=C(N(C(C13)=O)C1=CC=CC=C1)[C@H](C)NC(=O)C=1C(=NN3C1N=CC=C3)NS(NC)(=O)=O)CO2 (S)-N-(1-(6-ethynyl-5-oxo-4-phenyl-4,5-dihydro-2H-furo[4,3,2-de]isoquinolin-3-yl)ethyl)-2-((N-methylsulfamoyl)amino)pyrazolo[1,5-a]pyrimidine-3-carboxamide